FC=1C=C(C=C(C1)F)CN1N=C(N=C1)C(=O)N[C@@H]1C(N(C=2N(CC1)N=C(C2)C)C)=O |r| 1-[(3,5-difluorophenyl)methyl]-N-[rac-(6S)-2,4-dimethyl-5-oxo-7,8-dihydro-6H-pyrazolo[1,5-a][1,3]diazepin-6-yl]-1,2,4-triazole-3-carboxamide